C(C)(C)C1CN(CCC1)CC=1C=C(C(N(C1)CC(F)(F)F)=O)C(=O)NC1=CC(=CC=C1)C(CC1=NN=CN1C)(C)C 5-((3-Isopropylpiperidin-1-yl)methyl)-N-(3-(2-methyl-1-(4-methyl-4H-1,2,4-triazol-3-yl)propan-2-yl)phenyl)-2-oxo-1-(2,2,2-trifluoroethyl)-1,2-dihydropyridine-3-carboxamide